BrC=1C=C(C(=C(C(=O)NCC=2C(NC(=CC2C)C)=O)C1)C)N(CC)C1CCC(CC1)N(C)C 5-bromo-N-((4,6-dimethyl-2-oxo-1,2-dihydropyridin-3-yl)methyl)-3-(((1r,4r)-4-(dimethylamino)cyclohexyl)(ethyl)amino)-2-methylbenzamide